7-bromo-2,4-dichloroquinoline BrC1=CC=C2C(=CC(=NC2=C1)Cl)Cl